methyl 2-[[4-[6-[[1-(cyanomethyl)pyrazol-3-yl]methoxy]-2-pyridyl]-2,5-difluoro-phenyl]methyl]-3-[[(2S)-oxetan-2-yl]methyl]benzimidazole-5-carboxylate C(#N)CN1N=C(C=C1)COC1=CC=CC(=N1)C1=CC(=C(C=C1F)CC=1N(C2=C(N1)C=CC(=C2)C(=O)OC)C[C@H]2OCC2)F